N-(4-Methyl-3-(2'-morpholino-7'-oxo-5'H-spiro[cyclopropane-1,8'-pyrido[4,3-d]pyrimidine]-6'(7'H)-yl)phenyl)-5-(trifluoromethyl)nicotinamide CC1=C(C=C(C=C1)NC(C1=CN=CC(=C1)C(F)(F)F)=O)N1CC2=C(N=C(N=C2)N2CCOCC2)C2(C1=O)CC2